CS(=O)(=O)NS(=O)(=O)C1=CC=CC=C1 N-(methylsulfonyl)benzenesulfonamide